ClC=1C=C(C(=NC1)N1C([C@](N(C(C1)=O)CC1=CC=C(C=C1)C(F)(F)F)(C)C(F)F)=O)F (R)-1-(5-chloro-3-fluoropyridin-2-yl)-3-(difluoromethyl)-3-methyl-4-(4-(trifluoromethyl)benzyl)piperazine-2,5-dione